BrCC1=C(C(=O)OC)C(=CC=C1)[N+](=O)[O-] Methyl 2-(bromomethyl)-6-nitrobenzoate